2-chloro-4-(methylsulfanyl)thieno[3,2-d]pyrimidine-6-carbaldehyde ClC=1N=C(C2=C(N1)C=C(S2)C=O)SC